5-amino-8-[2-(hydroxymethyl)-6-methyl-4-pyridinyl]-7-phenyl-2-[[(2R)-tetrahydrofuran-2-yl]methyl]-[1,2,4]triazolo[4,3-c]pyrimidin-3-one NC1=NC(=C(C=2N1C(N(N2)C[C@@H]2OCCC2)=O)C2=CC(=NC(=C2)C)CO)C2=CC=CC=C2